NC=1SC2=C(N1)C=CC(=C2)C=2C=NC(=C(C(=O)NCC1=C(C=CC(=C1)F)OC1CCCC1)C2)OC 5-(2-aminobenzo[d]thiazol-6-yl)-N-(2-(cyclopentyloxy)-5-fluorobenzyl)-2-methoxynicotinamide